C(C)(C)(C)OC(=O)N1[C@@H](C[C@@H](CC1)OC1=C(C(=C2C(=N1)C(=CS2)C(NC)=O)C(F)(F)F)Cl)C (2r,4r)-4-((6-chloro-3-(methylcarbamoyl)-7-(trifluoromethyl)thieno[3,2-b]pyridin-5-yl)oxy)-2-methylpiperidine-1-carboxylic acid tert-butyl ester